1,2-bistricosanoyl-sn-glycero-3-phosphocholine C(CCCCCCCCCCCCCCCCCCCCCC)(=O)OC[C@@H](OC(CCCCCCCCCCCCCCCCCCCCCC)=O)COP(=O)([O-])OCC[N+](C)(C)C